COC1=C(C=C2C3=C(NC2=C1)N=CN=C3N)C(F)(F)F 7-methoxy-6-(trifluoromethyl)-9H-pyrimido[4,5-b]Indol-4-amine